C1(CCC1)C=1C=C(C(=CC1)N)N 4-cyclobutylbenzene-1,2-diamine